ClS(=O)Cl.[Na] sodium chlorosulfoxide